tert-butyl (6-(2-chloroacetamido)hexyl)carbamate ClCC(=O)NCCCCCCNC(OC(C)(C)C)=O